OC1=C(C=CC(=C1)O)C(CCC1=CC(=C(C=C1)O)OC)=O 1-(2,4-dihydroxyphenyl)-3-(4-hydroxy-3-methoxyphenyl)propan-1-one